ClC1=C(C(=C(OCSC=2SCC(N2)(C)C)C(=C1F)F)F)F (((4-chloro-2,3,5,6-tetrafluorophenoxy)methyl)thio)-4,4-dimethyl-4,5-dihydrothiazole